4-(Trifluoromethyl)aniline hydrochloride Cl.FC(C1=CC=C(N)C=C1)(F)F